racemic-2-(3-methylpyrrolidin-2-yl)pyridine CC1C(NCC1)C1=NC=CC=C1